2-methyl-N-(sulfonyl)propanamide methyl-6-[5-(6-methyl-2-pyridyl)-1H-pyrazol-4-yl]quinoline-3-carboxylate COC(=O)C=1C=NC2=CC=C(C=C2C1)C=1C=NNC1C1=NC(=CC=C1)C.CC(C(=O)N=S(=O)=O)C